tert-butyl ((3aR,5S,6aS)-2-(((1R,3R,5S)-3-(5-(Oxetan-3-yl)isoxazole-3-carboxamido)-8-azabicyclo[3.2.1]octan-8-yl)sulfonyl)octahydrocyclopenta[c]pyrrol-5-yl)carbamate O1CC(C1)C1=CC(=NO1)C(=O)NC1C[C@H]2CC[C@@H](C1)N2S(=O)(=O)N2C[C@@H]1[C@H](C2)CC(C1)NC(OC(C)(C)C)=O